COCC=1N=C2N(N=C(C(=C2)C)N2CC=3C=C(C=NC3CC2)C(F)(F)F)C(C1)=O 2-(methoxymethyl)-8-methyl-7-(3-(trifluoromethyl)-7,8-dihydro-1,6-naphthyridin-6(5H)-yl)-4H-pyrimido[1,2-b]pyridazin-4-one